CO[C@]1(COCC1)C1=CC(=CC(=N1)C=1C=C(N2C=NC(=CC21)NC(C)=O)C=2C=NN(C2)C)C (S)-N-(5-(6-(3-Methoxytetrahydrofuran-3-yl)-4-methylpyridin-2-yl)-7-(1-methyl-1H-pyrazol-4-yl)pyrrolo[1,2-c]pyrimidin-3-yl)acetamide